2-amino-5-ethyl-benzothiazole NC=1SC2=C(N1)C=C(C=C2)CC